5-bromo-N-hydroxy-4,6-dimethyl-pyrimidine-2-carboximidoyl chloride BrC=1C(=NC(=NC1C)C(=NO)Cl)C